6-(benzylsulfanyl)-3-chloro-2-methylphenyl benzoate C(C1=CC=CC=C1)(=O)OC1=C(C(=CC=C1SCC1=CC=CC=C1)Cl)C